CC1=C(C(=C(C1(C)[Zn]C1(C(=C(C(=C1C)C)C)C)C)C)C)C di(pentamethylcyclopentadienyl)zinc